3-octenyl-4-hydroxybenzoate C(=CCCCCCC)C=1C=C(C(=O)[O-])C=CC1O